[1-[3-(3,4-difluorophenyl)phenyl]-2-(5-methyl-1,3,4-oxadiazol-2-yl)ethyl]carbamate FC=1C=C(C=CC1F)C=1C=C(C=CC1)C(CC=1OC(=NN1)C)NC([O-])=O